(2R,5S)-5-(4-Bromobenzyl)-4-(4-(1,5-dimethyl-1H-pyrazol-3-yl)cyclohexyl)morpholin BrC1=CC=C(C[C@H]2COCCN2C2CCC(CC2)C2=NN(C(=C2)C)C)C=C1